C(C)(=O)OC[C@@H]1O[C@@H]([C@@H](CC1)N=[N+]=[N-])Br (2R,3R,4R,5R,6R)-2-(acetoxymethyl)-5-azido-6-bromotetrahydro-2H-pyran